N,N-diethyl-2-chloro-propylamine C(C)N(CC)CC(C)Cl